(4-bromophenyl)-4-chloro-6-(2,6-dichlorophenyl)nicotinonitrile BrC1=CC=C(C=C1)C1=C(C#N)C(=CC(=N1)C1=C(C=CC=C1Cl)Cl)Cl